2-hydroxy-1-(4-(5-(2,3,6',8'-tetrahydrospiro[indene-1,9'-pyrido[3',2':4,5]imidazo[2,1-c][1,4]oxazin]-2'-yl)pyrimidin-2-yl)piperazin-1-yl)propan-1-one OC(C(=O)N1CCN(CC1)C1=NC=C(C=N1)C=1C=CC=2N=C3COCC4(N3C2N1)CCC1=CC=CC=C14)C